NC1=NC=2N=CC(=CC2C2=C1COC2)C(=O)N2[C@H](COCC2)C2=CC=C(C=C2)OC(F)(F)F (4-amino-1,3-dihydrofuro[3,4-c][1,8]naphthyridin-8-yl)-[(3S)-3-[4-(trifluoromethoxy)phenyl]morpholin-4-yl]methanone